CC1=CNC2=NC=C(C=C21)C=2C=C1CCOCC1=C(C2)C2N=C(OC2)N 4-[6-(3-methyl-1H-pyrrolo[2,3-b]pyridin-5-yl)isochroman-8-yl]-4,5-dihydrooxazol-2-amine